BrC=1C=C(CN(CCO[C@H](C(=O)OC(C)(C)C)C(C)C)C2=CC=CC=C2)C=C(C1)C[C@@H](C(=O)OC)NC(=O)OC(C)(C)C tert-butyl (S)-2-(2-((3-bromo-5-((S)-2-((tert-butoxycarbonyl)amino)-3-methoxy-3-oxopropyl)benzyl)(phenyl)amino)ethoxy)-3-methylbutanoate